CC(C)OC(=O)C1N(CCNC1)C 1-methylpiperazine-2-carboxylic acid propan-2-yl ester